6-cyclopropyl-5-(1-(2-(2-hydroxyethoxy)-4-(1-isopropyl-4-(trifluoromethyl)-1H-imidazol-2-yl)benzyl)-1H-pyrazolo[3,4-d]pyrimidin-6-yl)pyrimidin-4-ol C1(CC1)C1=C(C(=NC=N1)O)C1=NC=C2C(=N1)N(N=C2)CC2=C(C=C(C=C2)C=2N(C=C(N2)C(F)(F)F)C(C)C)OCCO